(2S,4R)-1-[(2S)-2-[4-[(5,6-dimethylbenzimidazol-1-yl)methyl]triazol-1-yl]-3,3-dimethyl-butanoyl]-4-hydroxy-N-methyl-pyrrolidine-2-carboxamide CC1=CC2=C(N(C=N2)CC=2N=NN(C2)[C@H](C(=O)N2[C@@H](C[C@H](C2)O)C(=O)NC)C(C)(C)C)C=C1C